2-(2-oxo-2-phenylethyl)isoindoline O=C(CN1CC2=CC=CC=C2C1)C1=CC=CC=C1